butyl-tin (IV) hydroxide C(CCC)[Sn](O)(O)O